FC1=C(C=CC(=C1)S(=O)(=O)C)CO (2-fluoro-4-methylsulfonylphenyl)methanol